CC1(OC=2C(=NC=C(C2)C(C)N2C[C@@H](N(C[C@H]2C)C=2C=3C(N(C(C2)=O)C)=CN(N3)CC#N)C)OC1)C (7-((2S,5R)-4-(1-(2,2-dimethyl-2,3-dihydro-[1,4]dioxino[2,3-b]pyridin-7-yl)ethyl)-2,5-dimethylpiperazin-1-yl)-4-methyl-5-oxo-4,5-dihydro-2H-pyrazolo[4,3-b]pyridin-2-yl)acetonitrile